Tert-butyl (S)-3-((5-bromo-1H-pyrazol-4-yl)oxy)pyrrolidine-1-carboxylate BrC1=C(C=NN1)O[C@@H]1CN(CC1)C(=O)OC(C)(C)C